2-[4-(2-methylpyrazol-3-yl)pyrazol-1-yl]-N-(5-pyrazin-2-yl-2-pyridyl)acetamide CN1N=CC=C1C=1C=NN(C1)CC(=O)NC1=NC=C(C=C1)C1=NC=CN=C1